C1CC12NCC[C@@H](C2)SC2=CN=C(N=N2)C2=C(C=C(C=C2)N2C=NC=C2)O (S)-2-(6-((4-azaspiro[2.5]octan-7-yl)thio)-1,2,4-triazin-3-yl)-5-(1H-imidazol-1-yl)phenol